tert-butyl 3-amino-1-(4-bromophenyl)-1,4,6,7-tetrahydro-5H-pyrazolo[4,3-c]pyridine-5-carboxylate NC1=NN(C2=C1CN(CC2)C(=O)OC(C)(C)C)C2=CC=C(C=C2)Br